Cl.FC1(CCNCC1)F 4,4-difluoropiperidine-hydrochloride